Benzyl (4S)-4-[(2S)-3-(benzyloxy)-2-(6-methylheptanamido)propanamido]-2,2-dimethyl-3-oxo-5-phenylpentanoate C(C1=CC=CC=C1)OC[C@@H](C(=O)N[C@H](C(C(C(=O)OCC1=CC=CC=C1)(C)C)=O)CC1=CC=CC=C1)NC(CCCCC(C)C)=O